CC(CCCCCCCCC)CCCCCCCCCCCCCCCCCC 10-methyloctacosane